ClC1=NC=CC(=C1C)OCCC=1C=NC(=CC1)C(F)(F)F 2-chloro-3-methyl-4-(2-(6-(trifluoromethyl)pyridin-3-yl)ethoxy)pyridine